C(=O)=C(CNC(C1=CC(=CC(=C1)C)C)=O)C N-(2-carbonylpropyl)-3,5-dimethylbenzamide